6-azaspiro[3.4]octane-2-carboxamide C1C(CC12CNCC2)C(=O)N